3-(2,5-Dichloropyrimidin-4-yl)-1-(ethylsulfonyl)-1H-indol-6-ol ClC1=NC=C(C(=N1)C1=CN(C2=CC(=CC=C12)O)S(=O)(=O)CC)Cl